CC1=C(C=2N(C=C1C1=C(C3=NC(=CC=C3N1)C1CCC(CC1)NC)C(C)C)N=CN2)C 4-(2-(7,8-dimethyl-[1,2,4]triazolo[1,5-a]pyridin-6-yl)-3-isopropyl-1H-pyrrolo[3,2-b]pyridin-5-yl)-N-methylcyclohexylamine